2-bromo-7-amino-9,9-dimethylfluorene BrC1=CC=2C(C3=CC(=CC=C3C2C=C1)N)(C)C